C(CCCCCCC)OC(CCCCCCCC(C(CCCCCCCC)OC(CCCCC)=O)OC(CCCCC)=O)=O 9,10-bis-hexanoyloxy-octadecanoic acid octyl ester